C1(=CC=CC=C1)NC1=CC=CC2=CC=CC=C12 1-(N-phenylamino)naphthalene